C(#N)C1=CC=C(C=C1)C=1N=C(SC1)C1C(CCC1)N=CCCCCCC(=O)O 7-(1-(4-(4-cyanophenyl)thiazol-2-yl)-2-cyclopentylimino)heptanoic acid